3-methyl-6-fluoroisoxazolo[4,5-c]quinolin-4(5H)-one CC1=NOC2=C1C(NC=1C(=CC=CC21)F)=O